FC(C1=NN(C=C1CO)C)F (3-(difluoromethyl)-1-methyl-1H-pyrazol-4-yl)methanol